1-(4-(4-coumarinyl)-phenyl)-3-(4-nitrophenyl)-2-propen-1-one O1C(=O)C=C(C2=CC=CC=C12)C1=CC=C(C=C1)C(C=CC1=CC=C(C=C1)[N+](=O)[O-])=O